5-(N-(2-(4-(2-benzylbenzoyl)piperazin-1-yl)phenyl)-N-phenethylsulfamoyl)3-methylbenzofuran-2-carboxylic acid ethyl ester C(C)OC(=O)C=1OC2=C(C1C)C=C(C=C2)S(N(CCC2=CC=CC=C2)C2=C(C=CC=C2)N2CCN(CC2)C(C2=C(C=CC=C2)CC2=CC=CC=C2)=O)(=O)=O